C(CC)#N propiononitrile